(S)-8-chloro-3-(1-((5-fluoroquinazolin-4-yl)amino)ethyl)-2-phenylisoquinolin-1(2H)-one ClC=1C=CC=C2C=C(N(C(C12)=O)C1=CC=CC=C1)[C@H](C)NC1=NC=NC2=CC=CC(=C12)F